C[Si](CCOCN1C=NC2=C1C=CC=C2)(C)C 1-((2-(trimethylsilyl)ethoxy)-methyl)-1H-benzo[d]imidazole